FC(C1=C(C=C(C=C1)C(F)(F)F)N[C@@]12CCC[C@H]1[C@@H]1CCC3CC(C=C[C@]3(C)[C@H]1CC2)=O)(F)F {2,5-bis(trifluoromethyl)phenyl}-3-oxo-aza-androst-1-ene